NC1=NC=C(C(=C1C1=CC=C(C=C1)O)CC)C=1C=NC=CC1 4-[2-amino-4-ethyl-5-(3-pyridyl)-3-pyridyl]phenol